1-(3-(4-(N-(3-(5-chloro-1H-indole-3-yl) propyl)sulfamoyl)phenoxy)propyl)azetidine-3-yl(methyl)carbamate ClC=1C=C2C(=CNC2=CC1)CCCNS(=O)(=O)C1=CC=C(OCCCN2CC(C2)N(C([O-])=O)C)C=C1